ClC=1C=C2C3=C(NC2=CC1)[C@@H](N(CC3)C=3OC(=NN3)C(F)(F)F)C[C@@H]3COCCC3 (1S)-6-chloro-1-{[(3R)-oxan-3-yl]methyl}-2-[5-(trifluoromethyl)-1,3,4-oxadiazol-2-yl]-2,3,4,9-tetrahydro-1H-pyrido[3,4-b]indole